FC1=CC=C(NC2=NN3C(O[C@@H](CC3)C)=C2C(=O)N[C@@H]2C(NC3=C(C(=N2)C2=CC=CC=C2)C=CC=C3F)=O)C=C1 (5R)-2-(4-fluoroanilino)-N-[(3S)-9-fluoro-2-oxo-5-phenyl-1,3-dihydro-1,4-benzodiazepine-3-yl]-5-methyl-6,7-dihydro-5H-pyrazolo[5,1-b][1,3]Oxazine-3-carboxamide